FC(OC1=CC(=NN1C)NC1=NC(=NN2C1=C(C(=C2)C2=NN(C=C2)C)C)C=2N(C=CN2)C)F N-(5-(Difluoromethoxy)-1-methyl-1H-pyrazol-3-yl)-5-methyl-2-(1-methyl-1H-imidazol-2-yl)-6-(1-methyl-1H-pyrazol-3-yl)pyrrolo[2,1-f][1,2,4]triazin-4-amine